trans-2-hexene-1,6-dicarboxylic acid anhydride C1\C=C\CCCC(=O)OC1=O